ClC1=CC=C(C=C1)[C@@H](C(=O)O)C(C)C (S)-2-(4-chlorophenyl)-3-methylbutanoic acid